4,8,12,16-Tetramethyloctacosane CC(CCC)CCCC(CCCC(CCCC(CCCCCCCCCCCC)C)C)C